4-nitrophenyl-5-benzyl-2-oxooxazoline-3-carboxylate [N+](=O)([O-])C1=CC=C(C=C1)OC(=O)N1C(OC(=C1)CC1=CC=CC=C1)=O